C(C1=CC=CC=C1)C1=C(C=C(C(=C1)F)[N+](=O)[O-])F benzyl-(2,5-difluoro-4-nitrobenzene)